FC1(OC2=C(O1)C=CC(=C2)C(C)SC=2C=C(C=CC2)N2N=C(C=1CCCC(C21)OC2=CC=C(C(=O)O)C=C2)C(F)(F)F)F 4-[[1-[3-[1-(2,2-difluoro-1,3-benzodioxol-5-yl)ethylsulfanyl]phenyl]-3-(trifluoromethyl)-4,5,6,7-tetrahydroindazol-7-yl]oxy]benzoic acid